O=C1NC(CCC1N1CC2=CC=C(C=C2C1=O)SCCCCCCN1CCN(CC1)C1=NC=C(C(=O)N2CCC(CC2)CCCCNC(\C=C\C=2C=NC=CC2)=O)C=C1)=O (E)-N-(4-(1-(6-(4-(6-((2-(2,6-dioxopiperidin-3-yl)-3-oxoisoindolin-5-yl)thio)hexyl)piperazin-1-yl)nicotinoyl)piperidin-4-yl)butyl)-3-(pyridin-3-yl)acrylamide